1-((4-(2-Methylbiphenyl-3-ylamino)pyrido[3,2-d]pyrimidin-7-yl)methyl)piperidine-2-carboxylic acid methyl ester COC(=O)C1N(CCCC1)CC1=CC=2N=CN=C(C2N=C1)NC=1C(=C(C=CC1)C1=CC=CC=C1)C